BrC1=CC(=C(C=C1F)NC1=CC(=NC=C1C(=O)NOCC)NC1=NC(=NC(=C1)C)C)N(S(=O)(=O)C)C 4-((4-bromo-5-fluoro-2-(N-methyl-methanesulfonamido)phenyl)amino)-6-((2,6-dimethyl-pyrimidin-4-yl)amino)-N-ethoxynicotinamide